2-chloro-4,6-dimethylphenyl isocyanate ClC1=C(C(=CC(=C1)C)C)N=C=O